N-(6-(4-acetyl-2-methylphenyl)imidazo[1,2-a]pyridin-2-yl)-2-fluorocyclopropane-1-carboxamide C(C)(=O)C1=CC(=C(C=C1)C=1C=CC=2N(C1)C=C(N2)NC(=O)C2C(C2)F)C